C(C)OC(CCCCCCCOC=1C2=C(C=3N=C(C(NC3C1)=O)CC1=CC=CC=C1)C=CC=C2)=O 8-((2-Benzyl-3-oxo-3,4-dihydrobenzo[f]quinoxalin-6-yl)oxy)octanoic acid ethyl ester